2',6'-diisopropyloxybiphenyl Methyl-8-oxobicyclo[3.2.1]octane-3-carboxylate COC(=O)C1CC2CCC(C1)C2=O.C(C)(C)OC2=C(C(=CC=C2)OC(C)C)C2=CC=CC=C2